2-chloro-4-(3-methyl-4-(pyrrolidin-3-yloxy)-1H-indazol-6-yl)phenol ClC1=C(C=CC(=C1)C1=CC(=C2C(=NNC2=C1)C)OC1CNCC1)O